Ethyl-sulfobenzoic anhydride C(C)C=1C(=C(C(=O)OC(C2=C(C(=CC=C2)CC)S(=O)(=O)O)=O)C=CC1)S(=O)(=O)O